NC=1C=CC(=C(C1)CCS(=O)(=O)O[Na])CO 5-amino-2-(hydroxymethylphenyl)ethylsulfonyloxysodium